CN(C(=O)C1[C@H]2CN(C[C@@H]12)C(=O)OC(C)(C)C)C1(CC1)C tert-butyl (1R,5S,6r)-6-[methyl (1-methylcyclopropyl) carbamoyl]-3-azabicyclo[3.1.0]hexane-3-carboxylate